(3-(3-Cyanobenzamido)benzo[d]isoxazol-5-yl)carbazone C(#N)C=1C=C(C(=O)NC2=NOC3=C2C=C(C=C3)NNC(=O)N=N)C=CC1